FC=1C(=NC(=NC1)NC1CCN(CC1)S(=O)(=O)C)C1=C(N=C(S1)[C@@H]1[C@@H](CCC1)O)C(F)(F)F (1R,2S)-2-[5-[5-fluoro-2-[(1-methylsulfonyl-4-piperidyl)amino]pyrimidin-4-yl]-4-(trifluoromethyl)thiazol-2-yl]cyclopentanol